ClC(CC)CC(C(=O)[O-])(C)C.[Cl-].C(CCCCC)OC=1C(=NSN1)C1=CCC[N+](C1)(C(CC)OC(C(C)(C)C)=O)C.C(CCCCC)OC=1C(=NSN1)C1=CCC[N+](C1)(C)C(CC)OC(C(C)(C)C)=O 5-(4-(Hexyloxy)-1,2,5-thiadiazol-3-yl)-1-methyl-1-(1-(pivaloyloxy)propyl)-1,2,3,6-tetrahydropyridin-1-ium chloride 1-Chloropropyl-pivalate